ClC1=C(C(=CC=C1F)Cl)C(C)ONC1=NC=C(C=C1)C=1C=NN(C1)C1CCN(CC1)[C@H](C=C)C1=CC=CC=C1 (1-(2,6-dichloro-3-fluorophenyl)ethoxy)-5-(1-(1-((R)-1-phenylallyl)4-piperidinyl)-1H-4-pyrazolyl)-2-pyridylamine